C(C=C)[C@@H]1[C@@](CN(C1)C(=O)OC(C)(C)C)(C(=O)O[C@H](C)C1=CC=CC=C1)N=[N+]=[N-] 1-(tert-butyl) 3-((R)-1-phenylethyl) (3R,4S)-4-allyl-3-azidopyrrolidine-1,3-dicarboxylate